C(C)(C)N1N=C2C(=NN(C(C2=C1)=O)C1(CC1)C(=O)NC1=NC=C(C=N1)F)C(C)C 1-(2,7-Diisopropyl-4-oxo-2,4-dihydro-5H-pyrazolo[3,4-d]pyridazin-5-yl)-N-(5-fluoropyrimidin-2-yl)cyclopropane-1-carboxamide